l-5-methyl-6-oxo-1-(tetrahydro-2H-pyran-4-yl)-5-(3-(trifluoromethyl)benzamido)-4,5,6,7-tetrahydro-1H-pyrazolo[3,4-b]pyridine-3-carboxylic acid CC1(CC2=C(NC1=O)N(N=C2C(=O)O)C2CCOCC2)NC(C2=CC(=CC=C2)C(F)(F)F)=O